C\C(=C(/C(=O)OC)\C)\C(=O)[O-] methyl (dimethyl fumarate)